(2,3-Dihydro-4H-benzo[b][1,4]oxazin-4-yl)(6-(1-methyl-1H-pyrazol-4-yl)-pyrazin-2-yl)methanone O1C2=C(N(CC1)C(=O)C1=NC(=CN=C1)C=1C=NN(C1)C)C=CC=C2